2-(5-Chloro-1H-pyrrolo[2,3-b]pyridin-3-yl)ethanamine ClC=1C=C2C(=NC1)NC=C2CCN